3,6-bis-methyl-1,2,4,5-tetrazine CC=1N=NC(=NN1)C